benzyl-5-bromo-3H-spiro[isobenzofuran-1,4'-piperidine] C(C1=CC=CC=C1)N1CCC2(CC1)OCC1=CC(=CC=C12)Br